isopropyl 2-((5-acrylamido-4-((2-(dimethylamino)ethyl)amino)-2-methoxy-phenyl)amino)-4-(5'-methylspiro(cyclopropane-1,3'-pyrrolo[3,2-b]pyridin)-1'(2'H)-yl)pyrimidine-5-carboxylate C(C=C)(=O)NC=1C(=CC(=C(C1)NC1=NC=C(C(=N1)N1CC2(C3=NC(=CC=C31)C)CC2)C(=O)OC(C)C)OC)NCCN(C)C